cyclopropoyl chloride C1(CC1)C(=O)Cl